Methyl 2-(N-(3-(4,4-difluoropiperidin-1-yl)-4-(4-(2-(4,4-difluoropiperidin-1-yl)-6-methylpyrimidin-4-yl)-1H-pyrazol-1-yl)phenyl)sulfamoyl)acetate FC1(CCN(CC1)C=1C=C(C=CC1N1N=CC(=C1)C1=NC(=NC(=C1)C)N1CCC(CC1)(F)F)NS(=O)(=O)CC(=O)OC)F